1-[(1-ethylpiperidin-3-yl)(1-methyl-1H-pyrazol-4-yl)sulfamoyl]-3-(1,2,3,5,6,7-hexahydro-s-indacen-4-yl)urea Sodium Salt [Na].C(C)N1CC(CCC1)N(S(=O)(=O)NC(=O)NC1=C2CCCC2=CC=2CCCC12)C=1C=NN(C1)C